N-(3-fluoro-4-methoxyphenyl)-2-(7-oxo-1-(tetrahydro-2H-pyran-2-yl)-3-((5-(trifluoromethyl)pyridin-2-yl)amino)-1,7-dihydro-6H-pyrazolo[4,3-d]pyrimidin-6-yl)acetamide FC=1C=C(C=CC1OC)NC(CN1C=NC2=C(C1=O)N(N=C2NC2=NC=C(C=C2)C(F)(F)F)C2OCCCC2)=O